CN1OC=C(C1)C1=CC=C(C=C1)O 4-[2-METHYL-4-ISOXAZOLYL]-PHENOL